bis(1,1-difluoro-2,2-difluoroethyl) ether FC(C(F)F)(F)OC(C(F)F)(F)F